OCC1=C(C(=C2N(C1=O)C(CS2)C(=O)O)C2=CC(=CC=C2)C(F)(F)F)CC2=CC=CC1=CC=CC=C21 6-(hydroxymethyl)-7-(naphthalen-1-ylmethyl)-5-oxo-8-(3-(trifluoromethyl)phenyl)-2,3-dihydro-5H-thiazolo[3,2-a]pyridine-3-carboxylic acid